[3-[3-(2-methylindazol-4-yl)-1H-pyrazolo[3,4-b]pyrazin-6-yl]-7-(5-methyl-1,2-oxazol-3-yl)-3-azabicyclo[4.1.0]heptan-7-yl]methanamine CN1N=C2C=CC=C(C2=C1)C1=NNC2=NC(=CN=C21)N2CC1C(C1CC2)(C2=NOC(=C2)C)CN